1-(3-Acetylphenyl)-3-(1-(4-bromobenzyl)-3-(2-methoxyethyl)-2,4-dioxo-1,2,3,4-tetrahydroquinazolin-6-yl)urea C(C)(=O)C=1C=C(C=CC1)NC(=O)NC=1C=C2C(N(C(N(C2=CC1)CC1=CC=C(C=C1)Br)=O)CCOC)=O